FC=1C=C(C=CC1)/C=C/C(=O)NC1=CC=C(C=N1)C1=CC(=NC=C1)N1CCC(CC1)CO (E)-3-(3-fluorophenyl)-N-(2'-(4-(hydroxymethyl)piperidin-1-yl)-[3,4'-bipyridyl]-6-yl)acrylamide